(1H-pyrazolo[4,3-c]pyridin-7-yl)methanone N1N=CC=2C=NC=C(C21)C=O